N1C(CC(C=2CC(C=CC12)=O)=O)=O quinoline-2,4,6(1H,3H,5H)-trione